tert-butyl (3S)-4-(7-(5,6-difluorobenzofuran-7-yl)-6-fluoro-1-(P)-(2-isopropyl-4-methylpyridin-3-yl)-2-oxo-1,2-dihydropyrido[2,3-d]pyrimidin-4-yl)-3-methylpiperazine-1-carboxylate FC=1C(=C(C2=C(C=CO2)C1)C=1C(=CC2=C(N(C(N=C2N2[C@H](CN(CC2)C(=O)OC(C)(C)C)C)=O)C=2C(=NC=CC2C)C(C)C)N1)F)F